6-(2-chlorophenyl)-N-(pyridin-4-yl)-8,9-dihydro-imidazo[1',2':1,6]pyrido[2,3-d]pyrimidin-2-amine ClC1=C(C=CC=C1)C1=CC2=C(N=C(N=C2)NC2=CC=NC=C2)N2C1=NCC2